1-[1-cyclopropyl-6-fluoro-3-({([(3S)-1-(6-methylpyridin-3-yl)piperidin-3-yl][(2-methylpyridin-4-yl)methyl]amino)methyl}-4-oxo-1,4-dihydroquinolin-7-yl)piperidin-4-yl]-N-methylcarbamate C1(CC1)N1CC(C(CC1F)CNC([O-])=O)C1=CC=C2C(C=CN(C2=C1)CN(CC1=CC(=NC=C1)C)[C@@H]1CN(CCC1)C=1C=NC(=CC1)C)=O